5-(1-(azetidin-3-ylmethyl)piperidin-4-yl)-2-(2,6-dioxopiperidin-3-yl)isoindoline-1,3-dione N1CC(C1)CN1CCC(CC1)C=1C=C2C(N(C(C2=CC1)=O)C1C(NC(CC1)=O)=O)=O